O=C1NC(CCC1N1CC2=C(C=C(C=C2C1=O)C(=O)OC)C)=O methyl 2-(2,6-dioxopiperidin-3-yl)-7-methyl-3-oxoisoindoline-5-carboxylate